(S)-2-((6-bromo-4-quinazolinyl)amino)-N-butylpropionamide BrC=1C=C2C(=NC=NC2=CC1)N[C@H](C(=O)NCCCC)C